1,4-bis(4-formylphenoxy)butane C(=O)C1=CC=C(OCCCCOC2=CC=C(C=C2)C=O)C=C1